O[C@H](CC(=O)N(C)OC)CO (3R)-3,4-Dihydroxy-N-methoxy-N-methylbutanamide